2,3-dihydro-1H-tetrazole N1NNN=C1